C(C1=CC=CC=C1)OC1=NC(=CC=C1C1=NN(C2=CC(=C(C=C12)F)C1C(CN(CC1)C(=O)OC(C)(C)C)O)C)OCC1=CC=CC=C1 tert-butyl 4-[3-(2,6-dibenzyloxy-3-pyridyl)-5-fluoro-1-methyl-indazol-6-yl]-3-hydroxy-piperidine-1-carboxylate